α,α-binaphthyl C1(=CC=CC2=CC=CC=C12)C1=CC=CC2=CC=CC=C12